C1(=CC=CC=C1)P(C1=C(C2=CC=CC=C2C=C1)C1=C(C=CC2=CC=CC=C12)P(C1=CC=CC=C1)C1=CC=CC=C1)C1=CC=CC=C1 2,2'-bisdiphenylphosphino-1,1'-binaphthyl